COC=1C=C(C=CC1)C=1N=C(SC1)N(/N=C/C1=C(C=C(C=C1)F)C(=O)O)C1CC1 (E)-4-(3-methoxyphenyl)-2-[1-cyclopropyl-2-(2-carboxy-4-fluorobenzylidene)hydrazino]thiazole